NC=1N=C(C2=C(N1)C(=CS2)Br)C=2N=NN(C2)CC2=CC=CC(=N2)C(CO)(C)C 2-(6-((4-(2-amino-7-bromothieno[3,2-d]pyrimidin-4-yl)-1H-1,2,3-triazol-1-yl)methyl)pyridin-2-yl)-2-methylpropan-1-ol